CC(C(=O)O)(CCCCNC(=O)OC(C)(C)C)NC(=O)OC(C)(C)C.C(C)(C)(C)OC(=O)N[C@@H](C)C(=O)N[C@@H](CC[Se]C)C(=O)O N-tert-butoxycarbonylalanyl-selenomethionine methyl-2,6-di-tert-butoxycarbonylamino-hexanoate